eicosane-1,15-diol C(CCCCCCCCCCCCCC(CCCCC)O)O